O=C1C=C(N=C(N1)C=1C=C(CNC(C(C)C)=O)C=CC1C(F)(F)F)C=1C=NC=C(C1)C(F)(F)F N-(3-{6-oxo-4-[5-(trifluoromethyl)pyridin-3-yl]-1,6-dihydropyrimidin-2-yl}-4-(trifluoromethyl)benzyl)isobutyramide